2-[benzyl(ethyl)amino]-5-hydroxy-1-methyl-N-(1,2-oxazol-4-yl)-6-oxopyrimidine-4-carboxamide C(C1=CC=CC=C1)N(C=1N(C(C(=C(N1)C(=O)NC=1C=NOC1)O)=O)C)CC